C(CCCCCCC=CCC=CCC=C)(=O)C1=C(C=CC=C1)O 8,11,14-pentadecatrienoylphenol